[Na+].C(C)N(CC)CCCC(C(=O)[O-])(CC(=O)[NH-])C(CCCCCCCCCCC)=O.[Na+] diethylaminopropyl-lauroyl-succinamic acid sodium salt